2-isocyanato-1,1-dimethylethyl-trimethoxysilane N(=C=O)CC(C)(C)[Si](OC)(OC)OC